N[C@H](CC1=CC=C(C#N)C=C1)C(=O)N1CCN(CC1)C=1C2=C(N=CN1)[C@@H](C[C@H]2C)O 4-((R)-2-amino-3-(4-((5R,7R)-7-hydroxy-5-methyl-6,7-dihydro-5H-cyclopenta[d]pyrimidin-4-yl)piperazin-1-yl)-3-oxopropyl)benzonitrile